(2,4-dimethylcyclohex-3-en-1-yl)methyl 2-oxo-2-phenylacetate O=C(C(=O)OCC1C(C=C(CC1)C)C)C1=CC=CC=C1